IC=1C(=NN(C1C)CC1=CC=C(C=C1)OC)C(=O)OCC ethyl 4-iodo-1-(4-methoxybenzyl)-5-methyl-1H-pyrazole-3-carboxylate